CC=1C(=NC=CN1)C(=O)NC=1C=NN(C1)C1(CC1)C1=NC(=C(N=C1)N1C([C@@H]2C[C@@H]2C1)=O)C 3-methyl-N-(1-(1-(6-methyl-5-((1R,5S)-2-oxo-3-azabicyclo[3.1.0]hexan-3-yl)pyrazin-2-yl)cyclopropyl)-1H-pyrazol-4-yl)pyrazine-2-carboxamide